tert-butyl 5-((1-(hydroxymethyl)cyclopropoxy)methyl)-2-methoxynicotinate OCC1(CC1)OCC=1C=NC(=C(C(=O)OC(C)(C)C)C1)OC